ClC=1C(=NC=C(C1)[N+](=O)[O-])C1=NOC(=N1)CCCCCC(=O)OCC ethyl 6-[3-(3-chloro-5-nitropyridin-2-yl)-1,2,4-oxadiazol-5-yl]hexanoate